6-(chloromethyl)-3-methyl-4,5,6,7-tetrahydro-1H-indole-2-carbaldehyde ClCC1CCC=2C(=C(NC2C1)C=O)C